BrC1=C2C[C@H]([C@H](C2=C(C=C1)S(=O)(=O)C(F)(F)F)O)F (1S,2R)-4-bromo-2-fluoro-7-trifluoromethylsulfonyl-2,3-dihydro-1H-inden-1-ol